BrC=1C=2C3=C(C(N(C3=CC1)CC)=O)C=CC2 6-bromo-1-ethylbenzo[cd]indol-2(1H)-one